2-amino-4-(2-amino-1-chlorophenyl)-4-oxobutanoic acid NC(C(=O)O)CC(=O)C1(C(C=CC=C1)N)Cl